CC1=CNC2=NC=C(C=C21)C=2C=C1CCN(CC1=C(C2)C2NCCC2)C=O [6-(3-methyl-1H-pyrrolo[2,3-b]pyridin-5-yl)-8-[pyrrolidin-2-yl]-3,4-dihydroisoquinoline-2(1H)-yl]methanone